N-{2-[(2-phenylethyl)carbamoyl]ethyl}carbamate C1(=CC=CC=C1)CCNC(=O)CCNC([O-])=O